hexenedialdehyde C(C=CCCC=O)=O